ClC=1C=C2C=C(NC2=CC1C1=NC=NC(=C1)OC)CNC(C)=O N-((5-chloro-6-(6-methoxypyrimidin-4-yl)-1H-indol-2-yl)methyl)acetamide